P(=O)(OC1=C(C(=CC=C1)C)C)(OC1=CC=CC=C1)[O-] xylyl monophenyl phosphate